CC1=C(C=CC(=C1)Br)O Methyl-p-Bromophenol